methacryloxyethyl-propyl-ammonium C(C(=C)C)(=O)OCC[NH2+]CCC